Carbonic acid 7-[4-(4-benzo[b]thiophen-4-ylpiperazin-1-yl)butoxy]-4,4-dimethyl-2-oxo-3,4-dihydro-2H-quinolin-1-ylmethyl ester 2,2,2-trifluoro-ethyl ester FC(COC(OCN1C(CC(C2=CC=C(C=C12)OCCCCN1CCN(CC1)C1=CC=CC=2SC=CC21)(C)C)=O)=O)(F)F